DimethoxyMethane tert-butyl-4-(1-(4-((2,6-dioxopiperidin-3-yl)amino)-2-fluorophenyl)-3-fluoropiperidin-4-yl)piperazine-1-carboxylate C(C)(C)(C)OC(=O)N1CCN(CC1)C1C(CN(CC1)C1=C(C=C(C=C1)NC1C(NC(CC1)=O)=O)F)F.COCOC